piperidine-1-Carboxylic acid tert-butyl ester C(C)(C)(C)OC(=O)N1CCCCC1